methyl ((2-(((R)-5-hydroxypentan-2-yl)oxy)-4-methylphenyl)sulfonyl)-L-prolinate OCCC[C@@H](C)OC1=C(C=CC(=C1)C)S(=O)(=O)N1[C@@H](CCC1)C(=O)OC